N1(N=CC2=CC=CC=C12)C(COC1=C(C(=C(C=C1)CC(CC)=C)Cl)Cl)=O 1-(4-(2-(1H-indazol-1-yl)-2-oxoethoxy)-2,3-dichlorophenyl)-2-methylenebutan